6-chloro-4-methoxynicotinaldehyde ClC1=NC=C(C=O)C(=C1)OC